BrC1=CC(=C(C(=C1)Cl)NC=1N(C2=NC(=NC=C2N1)NC1CCOCC1)C1CCC(CC1)C(=O)N)Cl (1s,4s)-4-(8-(4-bromo-2,6-dichlorophenylamino)-2-(tetrahydro-2H-pyran-4-ylamino)-9H-purin-9-yl)cyclohexanecarboxamide